O\C=C\1/C(CC[C@H]2C(CCC[C@]12C)(C)C)=O (4aS,8aS,Z)-1-(hydroxymethylene)-5,5,8a-trimethyl-octahydronaphthalen-2(1H)-one